NC1=NC=CC(=N1)OC=1C=CC(=C(C1)C1=CC=CC=C1)N1C(N(CC1=O)C=1C=NC=C(C1)C(F)(F)F)=O 3-{5-[(2-amino-4-pyrimidinyl)oxy]-2-biphenylyl}-1-[5-(trifluoromethyl)-3-pyridinyl]-2,4-imidazolidinedione